(prop-2-ylamino)-1-[trans-4-(pyridin-2-yloxy)cyclohexyl]-5,6-dihydro-4H-[1,2,4]triazolo[4,3-a][1]benzazepine-8-carbonitrile trifluoroacetic acid salt FC(C(=O)O)(F)F.CC(C)NC1C=2N(C3=C(CC1)C=C(C=C3)C#N)C(=NN2)[C@@H]2CC[C@H](CC2)OC2=NC=CC=C2